N-(4'-((2-(1,1-difluoroethyl)-6-methylpyrimidin-4-yl)amino)-5-(methylsulfonyl)-[2,3'-bipyridin]-6'-yl)acetamide FC(C)(F)C1=NC(=CC(=N1)NC1=C(C=NC(=C1)NC(C)=O)C1=NC=C(C=C1)S(=O)(=O)C)C